C1(CC1)C=1C(=C2C(C(N(C2=C(C1)F)CC(=O)NCCCC(=O)OC(C)(C)C)=O)(C)C)F tert-butyl 4-[2-(5-cyclopropyl-4,7-difluoro-3,3-dimethyl-2-oxoindol-1-yl)acetamido]butanoate